2-(6-(((1s,5s,6s,7r)-6-fluoro-3-oxa-9-azabicyclo[3.3.1]non-7-yl)oxy)pyridazin-3-yl)-5-(1-methyl-1H-pyrazol-4-yl)phenol F[C@H]1[C@@H]2COC[C@H](C[C@H]1OC1=CC=C(N=N1)C1=C(C=C(C=C1)C=1C=NN(C1)C)O)N2